1-[2-(tert-Butoxy)-2-oxoethyl]-7-methoxy-2-methyl-1H-1,3-benzodiazole-4-carboxylic acid C(C)(C)(C)OC(CN1C(=NC2=C1C(=CC=C2C(=O)O)OC)C)=O